Acetylthreonine C(C)(=O)N[C@@H]([C@H](O)C)C(=O)O